3-(4-(4-((4-(4'-chloro-5'-oxo-5'H-spiro[cyclohexane-1,7'-indolo[1,2-a]quinazolin]-10'-yl)piperidin-1-yl)methyl)piperidin-1-yl)-2,6-difluorophenyl)piperidine-2,6-dione ClC=1C=2C(N=C3N(C2C=CC1)C1=CC(=CC=C1C31CCCCC1)C1CCN(CC1)CC1CCN(CC1)C1=CC(=C(C(=C1)F)C1C(NC(CC1)=O)=O)F)=O